2-Amino-3-(4-Hydroxyphenyl)Butyric Acid NC(C(=O)O)C(C)C1=CC=C(C=C1)O